rac-(3aR,5R,7R,7aR)-5-(3-chloro-2-methylphenyl)-1,3,3,5,7-pentamethyl-octahydrobenzo[c]isoxazole ClC=1C(=C(C=CC1)[C@]1(C[C@@H]2[C@H](N(OC2(C)C)C)[C@@H](C1)C)C)C |r|